COC(C1=C(C=CC=C1)O)OC 2-(dimethoxymethyl)phenol